FC=1C=C(C=C(C1)F)C1=NOC(C1)C(C)O 3-(3,5-difluorophenyl)-5-(1-hydroxyethyl)-4H-isoxazole